Cl[C@@H](CNC(CN)=O)C N-(R-2-chloro-propyl)-2-aminoacetamide